[Br-].C(=C)N1CN(C=C1)CCCNCCN 1-vinyl-3-{3-[(2-aminoethyl)amino]propyl}imidazole bromide